C(CCCCCCC\C=C/C=C/C=C/CCCC)(=O)[O-].[Na+] sodium alpha-eleostearate